ClC1=C2C(=C(N=N1)Cl)OC(=C2)C(=O)O 4,7-dichlorofuro[2,3-d]pyridazine-2-carboxylic acid